C(#N)C1(CC1)NS(=O)(=O)C1=CC=C2C3=C(N(C2=C1)C=1SC(=NN1)C(F)F)N=CN=C3OCC3N(CCOC3)C N-(1-Cyanocyclopropyl)-9-(5-(difluoromethyl)-1,3,4-thiadiazol-2-yl)-4-((4-methylmorpholin-3-yl)methoxy)-9H-pyrimido[4,5-b]indole-7-sulfonamide